NC1=NC=CC=C1C1=NC=2C(=NC=CC2)N1C1=CC=C(CN2CCC(CC2)NC(C2=CN=CC(=C2)C#N)=O)C=C1 N-(1-(4-(2-(2-aminopyridin-3-yl)-3H-imidazo[4,5-b]pyridin-3-yl)benzyl)piperidin-4-yl)-5-cyanonicotinamide